OC1CN(C1)C1=CC=C2[C@@]3(CC=4C(=NOC4C2=C1)NS(=O)(=O)C=1C(=NC=CC1OC)OC)[C@@H](C3)C |o1:9,32| Rel-N-((1S,2R)-8'-(3-hydroxyazetidin-1-yl)-2-methyl-4'H-spiro[cyclopropane-1,5'-naphtho[2,1-d]isoxazol]-3'-yl)-2,4-dimethoxypyridine-3-sulfonamide